2-(6-amino-5-(4-aminopiperidin-1-yl)pyridazin-3-yl)phenol hydrochloride Cl.NC1=C(C=C(N=N1)C1=C(C=CC=C1)O)N1CCC(CC1)N